C(C)(C)(C)N1N=CC(=C1OC)C(=O)O 1-(tert-butyl)-5-methoxy-1H-pyrazole-4-carboxylic acid